azacarbene palladium N=[Pd]